tert-Butyl-N6-(tert-butoxycarbonyl)-L-lysinat hydrochlorid Cl.C(C)(C)(C)OC([C@@H](N)CCCCNC(=O)OC(C)(C)C)=O